Benzyl 7-(2-(2-chloroacetamido)benzo[d]thiazol-6-yl)-2,3-dihydro-1H-pyrido[2,3-b][1,4]oxazine-1-carboxylate ClCC(=O)NC=1SC2=C(N1)C=CC(=C2)C2=CC1=C(OCCN1C(=O)OCC1=CC=CC=C1)N=C2